COC=1N(C=CN1)C(=O)NCCCC1=CC=CC=C1 methoxy-N-(3-phenylpropyl)-1H-imidazole-1-carboxamide